NC1=C(C(=NC(=C1F)C1=CC=C(C=C1)Cl)C1=NC(=NO1)C)Cl amino-3-chloro-6-(4-chlorophenyl)-5-fluoro-2-(3-methyl-[1,2,4]oxadiazol-5-yl)-pyridine